salicylic acid (2-ethylhexyl) ester C(C)C(COC(C=1C(O)=CC=CC1)=O)CCCC